CCCC1=NC=CC(=C1)C(=O)[C@H]2C=CN(C=C2C(=O)N)[C@H]3[C@@H]([C@@H]([C@H](O3)COP(=O)(O)OP(=O)(O)OC[C@@H]4[C@H]([C@H]([C@@H](O4)N5C=NC6=C(N=CN=C65)N)O)O)O)O The molecule is a nicotinamide dinucleotide comprising NADH having an (S)-2-propylisonicotinoyl group at the 4-position on the dihydronicotinamide ring. It derives from a NADH.